OC(=O)CCCC[C@@H]1S(C[C@@H]2NC(=O)N[C@H]12)=O biotin oxide